2-methyl-N-tetradecyl-prop-2-enamide CC(C(=O)NCCCCCCCCCCCCCC)=C